CC1(C(C1C(=O)OC)C(=O)[O-])C methyl 3,3-dimethylcyclopropane-1,2-diformate